ClC1=CC(=C(COC2=NC=CC(=N2)N2N=C3C(=C2)CNC3)C=C1)F 2-(2-((4-chloro-2-fluorobenzyl)oxy)pyrimidin-4-yl)-2,4,5,6-tetrahydropyrrolo[3,4-c]pyrazole